ClC=1C=C(C=C(C1OCCCCl)Cl)C(C)(C)C1=CC=C(OCC=2N=CN(C2)S(=O)(=O)C)C=C1 4-((4-(2-(3,5-dichloro-4-(3-chloropropoxy)phenyl)propan-2-yl)phenoxy)methyl)-1-(methyl-sulfonyl)-imidazole